BrC1=C(C(=CC(=C1)C(F)(F)F)N)N 3-bromo-5-(trifluoromethyl)benzene-1,2-diamine